CC1=CC=CC(=N1)C=1C(=C(C(=C(C1N1C2=CC=C(C=C2C=2C=C(C=CC12)C)C)N1C2=CC=C(C=C2C=2C=C(C=CC12)C)C)C1=NC(=CC=C1)C)N1C2=CC=C(C=C2C=2C=C(C=CC12)C)C)N1C2=CC=C(C=C2C=2C=C(C=CC12)C)C 9,9',9'',9'''-(3,6-bis(6-methylpyridin-2-yl)benzene-1,2,4,5-tetrayl)tetrakis(3,6-dimethyl-9H-carbazole)